tert-butyl 4-[chlorocarbonyl(methyl)amino]piperidine-1-carboxylate ClC(=O)N(C1CCN(CC1)C(=O)OC(C)(C)C)C